1-alanyl-3-amino-4-(3-boronopropyl)pyrrolidine-3-carboxylic acid N[C@@H](C)C(=O)N1CC(C(C1)CCCB(O)O)(C(=O)O)N